3-(benzo[d][1,3]dioxol-4-ylmethyl)-5-chloro-2-oxo-1-propylindolin-3-yl benzoate C(C1=CC=CC=C1)(=O)OC1(C(N(C2=CC=C(C=C12)Cl)CCC)=O)CC1=CC=CC=2OCOC21